FC(S(=O)(=O)OC1=C2C=C(C(N(C2=CC(=C1)CC)C)=O)C)(F)F 7-Ethyl-1,3-dimethyl-2-oxo-1,2-dihydroquinolin-5-yl trifluoromethanesulfonate